(1r,3r)-3-(2,4-difluorophenoxy)cyclobutane-1-amine hydrochloride Cl.FC1=C(OC2CC(C2)N)C=CC(=C1)F